3-(5-Methoxy-2-(1-methyl-1H-pyrazol-4-yl)-4-nitrophenyl)-3,9-diazaspiro[5.5]Undecane hydrochloride Cl.COC=1C(=CC(=C(C1)N1CCC2(CC1)CCNCC2)C=2C=NN(C2)C)[N+](=O)[O-]